FC(C(=C(F)F)F)(P(O)(O)=O)F.NC1=C2C(=NC=N1)N(N=C2C=2C=C1C=CNC1=CC2)C(C)C=2OC1=CC=CC=C1C(C2C2=CC(=CC=C2)F)=O 2-(1-(4-amino-3-(1H-indol-5-yl)-1H-pyrazolo[3,4-d]pyrimidin-1-yl)ethyl)-3-(3-fluorophenyl)-4H-chromen-4-one perfluoroallyl-phosphonate